C(C)(C)(C)C1=C(C(=CC(=C1)CC=C)C(C)(C)C)O 2,6-di-t-butyl-4-allylphenol